FC1=CN=C2N1C=C(C=C2N2CC1(C2)CCC1)NC(OC(C)(C)C)=O tert-Butyl (3-fluoro-8-(2-azaspiro[3.3]heptan-2-yl)imidazo[1,2-a]pyridin-6-yl)carbamate